(1S,2S)-2-fluoro-N-(5-((4-methoxyphenyl)ethynyl)-8-(methylamino)-2,7-naphthyridin-3-yl)cyclopropane-1-carboxamide F[C@@H]1[C@@H](C1)C(=O)NC=1N=CC2=C(N=CC(=C2C1)C#CC1=CC=C(C=C1)OC)NC